FC(C=1C=CC2=C(CC(O2)C2=CC(=CS2)C#N)C1)(F)F 5-(5-(trifluoromethyl)-2,3-dihydrobenzofuran-2-yl)thiophene-3-carbonitrile